N-(4-(4-(6-(4,4-difluoropiperidin-1-yl)pyridin-2-yl)-1H-1,2,3-triazol-1-yl)-3-(6-azaspiro[2.5]oct-6-yl)phenyl)-1-(hydroxymethyl)cyclopropane-1-sulfonamide FC1(CCN(CC1)C1=CC=CC(=N1)C=1N=NN(C1)C1=C(C=C(C=C1)NS(=O)(=O)C1(CC1)CO)N1CCC2(CC2)CC1)F